(2R,7aS)-7a-(hydroxymethyl)hexahydro-1H-pyrrolizine-2-sulfonyl fluoride OC[C@]12CCCN2C[C@@H](C1)S(=O)(=O)F